CC=1C=C(C=C(C1)C)NC1=NC=CC(=N1)C1=NN(C(=C1)C(=O)N[C@H](CO)CC1=CC=CC=C1)C 3-{2-[(3,5-dimethylphenyl)amino]pyrimidin-4-yl}-N-[(2S)-1-hydroxy-3-phenylpropan-2-yl]-1-methyl-1H-pyrazole-5-carboxamide